N',N'-dimethyl-1-[4-(trifluoromethyl)phenyl]ethane-1,2-diamine CN(CC(N)C1=CC=C(C=C1)C(F)(F)F)C